[5-(3-methyltriazol-4-yl)-3-pyridyl]boronic acid CN1N=NC=C1C=1C=C(C=NC1)B(O)O